([[(4R)-7-[methyl-(5-methylpyridin-2-yl)amino]-3,4-dihydro-2H-1-benzopyran-4-yl]methyl]amino)pyridine-4-carboxylic acid CN(C1=CC2=C([C@@H](CCO2)CNC2=NC=CC(=C2)C(=O)O)C=C1)C1=NC=C(C=C1)C